9,9-bis(4-aminophenyl)-fluorene NC1=CC=C(C=C1)C1(C2=CC=CC=C2C=2C=CC=CC12)C1=CC=C(C=C1)N